C(C)(=O)O[C@@H]1[C@H](O[C@@]([C@@H]1OC(C)=O)(C#N)C1=CC=C2C(=NC=NN21)N)COP(=O)(OC2=CC=CC1=CC=CC=C21)N[C@H](C(=O)OCC(CC)CC)C 2-ethylbutyl (2S)-2-[[[(2R,3R,4R,5R)-3,4-diacetoxy-5-(4-aminopyrrolo[2,1-f][1,2,4]triazin-7-yl)-5-cyano-tetrahydrofuran-2-yl]methoxy-(1-naphthyloxy)phosphoryl]amino]propanoate